CC(CC)(C1=C(C=CC=C1)O)C1=C(C=CC=C1)O (1-methylpropylidene)bisphenol